4-(4-Hydroxy-3-methylphenyl)-3-methyl-quinoline OC1=C(C=C(C=C1)C1=C(C=NC2=CC=CC=C12)C)C